5-[(3R,5S)-3,5-dimethylpiperazin-1-yl]-2-methoxy-N-(1-methyl-1,2,3-benzotriazol-4-yl)quinazoline-8-carboxamide C[C@@H]1CN(C[C@@H](N1)C)C1=C2C=NC(=NC2=C(C=C1)C(=O)NC1=CC=CC=2N(N=NC21)C)OC